The molecule is an L-cysteine derivative obtained by formal condensation of the carboxy group of octanoic acid with the side-chain thiol group of L-cysteine. It is a L-cysteine derivative, a non-proteinogenic L-alpha-amino acid and a thioester. It derives from an octanoic acid. CCCCCCCC(=O)SC[C@@H](C(=O)O)N